ClC=1C(=C(C=CC1)C1(CC1)NC=1C2=C(N=CN1)C=CC(=N2)O[C@@H]2CN(CC2)C(C=C)=O)F (S)-1-(3-((4-((1-(3-chloro-2-fluorophenyl)cyclopropyl)amino)pyrido[3,2-d]pyrimidin-6-yl)oxy)pyrrolidin-1-yl)prop-2-en-1-one